tert-butyl (S)-2-((R)-2-amino-2-(1-carbamimidoylpiperidin-4-yl)acetamido)-3-(4-hydroxy-2,6-dimethylphenyl)propanoate N[C@@H](C(=O)N[C@H](C(=O)OC(C)(C)C)CC1=C(C=C(C=C1C)O)C)C1CCN(CC1)C(N)=N